4,4',4''-(pyridine-2,4,6-triyl)tribenzoic acid N1=C(C=C(C=C1C1=CC=C(C(=O)O)C=C1)C1=CC=C(C(=O)O)C=C1)C1=CC=C(C(=O)O)C=C1